ClC1=NC=C(C(=N1)N1CCC(CC1)C(=O)OC)F methyl 1-(2-chloro-5-fluoro-pyrimidin-4-yl)piperidine-4-carboxylate